C(C)(C)C1=NOC(=N1)N1CCC(CC1)[C@@H](C)OC=1SC2=NC(=CC=C2N1)C1=CC=NC=C1 (R)-3-isopropyl-5-(4-(1-((5-(pyridin-4-yl)thiazolo[5,4-b]pyridin-2-yl)oxy)ethyl)piperidin-1-yl)-1,2,4-oxadiazol